2-[5-[[dimethyl(oxo)-λ6-sulfanylidene]amino]-3-ethylsulfonyl-2-pyridyl]-7-(trifluoromethyl)imidazo[1,2-c]pyrimidin-5-amine CS(=O)(C)=NC=1C=C(C(=NC1)C=1N=C2N(C(=NC(=C2)C(F)(F)F)N)C1)S(=O)(=O)CC